C(C)OC1=C(C=C(C=C1)N1C(N(C(C1(C)C)=O)C=1C=C(C(=NC1)C#N)C(F)(F)F)=S)C1=NN2C(C(N1)=O)=C(N=C2CCC)C 5-(3-(4-ethoxy-3-(5-methyl-4-oxo-7-propyl-3,4-dihydroimidazo[5,1-f][1,2,4]triazin-2-yl)phenyl)-4,4-dimethyl-5-oxo-2-thioxoimidazolidin-1-yl)-3-(trifluoromethyl)picolinonitrile